3-chloro-9-(4-chlorophenyl)-7-(2-(1-cyclopropyl-1H-pyrazol-4-yl)tetrahydro-2H-pyran-4-yl)-2-methyl-4H-pyrazino[1,2-a]pyrimidin-4-one ClC1=C(N=C2N(C1=O)C=C(N=C2C2=CC=C(C=C2)Cl)C2CC(OCC2)C=2C=NN(C2)C2CC2)C